C1(CCC1)C=1C(=NN(C1C1=CC(=C(C(=C1)F)F)F)C)NC(=O)NC1CC(C1)(F)F 1-(4-cyclobutyl-1-methyl-5-(3,4,5-trifluorophenyl)-1H-pyrazol-3-yl)-3-(3,3-difluorocyclobutyl)urea